8-(3,4-dichloro-5-fluoro-1H-indole-2-carbonyl)octahydro-4H-pyrazino[1,2-a]pyrazin-4-one ClC1=C(NC2=CC=C(C(=C12)Cl)F)C(=O)N1CC2N(C(CNC2)=O)CC1